(E)-2-(Benzyloxy)-1-(2-methoxyethoxy)-4-(2-nitrovinyl)benzene C(C1=CC=CC=C1)OC1=C(C=CC(=C1)\C=C\[N+](=O)[O-])OCCOC